2-[7-[(3-methyl-1H-indazol-6-yl)amino]-1-oxo-isoindolin-2-yl]-N-[3-(trifluoromethyl)phenyl]acetamide CC1=NNC2=CC(=CC=C12)NC=1C=CC=C2CN(C(C12)=O)CC(=O)NC1=CC(=CC=C1)C(F)(F)F